[N+](=O)([O-])C1=CN=C(S1)NC(=O)C1=C(C=CC=C1)OC(C(C(CC)C)N)=O [2-[(5-nitrothiazol-2-yl)carbamoyl]phenyl]-2-amino-3-methylpentanoate